C(C)OCCO[Zr](OCCOCC)(OCCOCC)OCCOCC.[Zr] zirconium tetra(2-ethoxyethoxy)zirconium